Prop-2-yn-1-yl 1-methyl-3-((3-((3-methyl-4-((4-(pyridin-3-yl)pyrimidin-2-yl)amino)phenyl)carbamoyl)phenyl)carbamoyl)-4-oxocyclohex-2-ene-1-carboxylate CC1(C=C(C(CC1)=O)C(NC1=CC(=CC=C1)C(NC1=CC(=C(C=C1)NC1=NC=CC(=N1)C=1C=NC=CC1)C)=O)=O)C(=O)OCC#C